(2R,4R)-4-amino-8-azaspiro[4.5]decan-2-ol dihydrochloride salt Cl.Cl.N[C@@H]1C[C@@H](CC12CCNCC2)O